OC1=CC=C(C=C1)OC(CC)=O.OC1=CC=C(C(C(=O)O)O)C=C1 4-hydroxymandelic acid 4-hydroxyphenylpropanoate